methyl (2R)-2-amino-3-(3-hydroxyphenyl)propanoate hydrochloride Cl.N[C@@H](C(=O)OC)CC1=CC(=CC=C1)O